C(C)(=O)N1CC2CCC(C1)N2CC2=C(C(=NC=C2)C=2C=C1CN(C(C1=CC2)=O)C2C(NC(CC2)=O)=O)F 3-(5-(4-((3-acetyl-3,8-diazabicyclo[3.2.1]octan-8-yl)methyl)-3-fluoropyridin-2-yl)-1-oxoisoindolin-2-yl)piperidine-2,6-dione